(1S,5R)-N-(benzo[d][1,3]dioxolan-5-yl)-1-(2-chloro-4-fluorophenyl)-3-azabicyclo[3.1.0]hexane-3-thioamide O1COC2=C1C=CC(=C2)NC(=S)N2C[C@]1(C[C@H]1C2)C2=C(C=C(C=C2)F)Cl